NC1=C(C=C(C=C1)C1=CC=C(C=C1)C(=O)OC)OC methyl 4'-amino-3'-methoxy-[1,1'-biphenyl]-4-carboxylate